4-(2-(7-(2,3-dichloro-6-methoxyphenyl)imidazo[1,2-a]pyridin-2-yl)acetyl)piperazine-1-carboxylate ClC1=C(C(=CC=C1Cl)OC)C1=CC=2N(C=C1)C=C(N2)CC(=O)N2CCN(CC2)C(=O)[O-]